tert-butyl ((1R,3S)-3-((4-bromopyridin-2-yl)carbamoyl)cyclohexyl)carbamate BrC1=CC(=NC=C1)NC(=O)[C@@H]1C[C@@H](CCC1)NC(OC(C)(C)C)=O